C1(CC1)N1C(C=2C3=C(N(N=C3CC1)C1=NNC=C1)N=C(C2)N2[C@@H](COCC2)C)C (3R)-4-(7-cyclopropyl-6-methyl-2-(1H-pyrazol-3-yl)-6,7,8,9-tetrahydro-2H-1,2,3,7-tetraazabenzo[cd]azulene-4-yl)-3-methylmorpholine